(S)-5-formyl-2-(3'-(7-((1-hydroxypropan-2-ylamino)methyl)-2-methylpyrido[3,2-d]pyrimidin-4-ylamino)-2,2'-dimethylbiphenyl-3-yl)benzo[d]oxazole-7-carbonitrile C(=O)C=1C=C(C2=C(N=C(O2)C=2C(=C(C=CC2)C2=C(C(=CC=C2)NC=2C3=C(N=C(N2)C)C=C(C=N3)CN[C@H](CO)C)C)C)C1)C#N